C(C)NC(=O)NCCCN(C)C 1-ethyl-3-(3-dimethylaminopropyl)urea